4,4'-((Cyclohexane-1,1-diylbis(4,1-phenylene))bis(oxy))dianiline C1(CCCCC1)(C1=CC=C(C=C1)OC1=CC=C(N)C=C1)C1=CC=C(C=C1)OC1=CC=C(N)C=C1